C(=O)OC1=CC2=C(OCC(O2)C)C=C1 3-methyl-2,3-dihydrobenzo[b][1,4]dioxin-6-yl formate